S(=O)(=O)([O-])OC1=CC=C(C=C1)N.[Na+] sodium p-aminophenol sulfate